BrC=1C(=CC(=C(C1)C=1C(=NN(C1C)C)C)F)F 4-(5-bromo-2,4-difluorophenyl)-1,3,5-trimethyl-1H-pyrazole